5-(benzyloxy)-1-(7,8-difluoroindeno[1,2-a]inden-4b(9H)-yl)-3-(4-fluorophenethyl)-2,3-dihydro-1H-pyrido[2,1-f][1,2,4]triazine-4,6-dione C(C1=CC=CC=C1)OC=1C(C=CN2N(CN(C(C21)=O)CCC2=CC=C(C=C2)F)C21C(=CC3=CC=CC=C23)CC=2C(=C(C=CC21)F)F)=O